methyl (R)-1-(1-(tert-butoxycarbonyl)pyrrolidin-3-yl)-2-(((5-(tert-butyl)-4-chloro-2-hydroxyphenyl)amino)methyl)-4-chloro-1H-imidazole-5-carboxylate C(C)(C)(C)OC(=O)N1C[C@@H](CC1)N1C(=NC(=C1C(=O)OC)Cl)CNC1=C(C=C(C(=C1)C(C)(C)C)Cl)O